OC1(CCC1)CC=O 2-(1-hydroxycyclobutyl)ethanone